CC=1N=C(C2=C(N1)CCO2)NC2CCC(CC2)OS(=O)(=O)C Methanesulfonic acid [4-[(2-methyl-6,7-dihydrofuro[3,2-D]pyrimidin-4-yl) amino] cyclohexyl] ester